COC1=NC(=CC=C1NC1=NC2=C(C=CC=C2C=N1)C=1C=C(C=CC1)NC(C=C)=O)N[C@H]1CNCC1 (R)-N-(3-(2-((2-methoxy-6-(pyrrolidin-3-ylamino)pyridin-3-yl)amino)quinazolin-8-yl)phenyl)acrylamide